Cl.Cl.CC1=CC=C(N=N1)CNC1=NC=NC2=C(C=C(C=C12)C1=NC=C(C=N1)C)OCC(=O)O 2-((4-(((6-methylpyridazin-3-yl)methyl)amino)-6-(5-methylpyrimidin-2-yl)quinazolin-8-yl)oxy)acetic acid dihydrochloride